N1CNCC=2C1=COC2 2,4-dihydrofuro[3,4-d]pyrimidine